(biphenylyl)phenyl-Phenyl(dimethylfluorenyl)(phenyldibenzofuranyl)triazine C1(=C(C=CC=C1)C=1C(=C(C=CC1)C1=C(C(=NN=N1)C1=C(C=CC=2OC3=C(C21)C=CC=C3)C3=CC=CC=C3)C3=C(C(=CC=2C1=CC=CC=C1CC32)C)C)C3=CC=CC=C3)C3=CC=CC=C3